NC(CC(=O)O)C(NC(C(=O)OC)CO)=O 3-Amino-3-[(3-hydroxy-1-methoxy-1-oxopropan-2-yl)carbamoyl]propanoic acid